racemic-(3R*,6aS*,11aS*)-2-benzyl-10-methoxy-1,3,4,5,6,11a-hexahydro-2H-3,6a-methanobenzofuro[2,3-c]azocine C(C1=CC=CC=C1)N1C[C@@H]2[C@]3(CCC[C@@H]1C3)C3=C(O2)C(=CC=C3)OC |r|